2-[4-chloro-3-[[4-[(2R)-3-ethoxy-2-hydroxypropoxy]phenyl]methyl]phenyl]-6-methylsulfanyl-tetrahydropyran-3,4,5-triol ClC1=C(C=C(C=C1)C1OC(C(C(C1O)O)O)SC)CC1=CC=C(C=C1)OC[C@@H](COCC)O